1-(cyclopropylmethyl)-3-hydroxy-4-methyl-1H-pyrazole-5-carboxylic acid ethyl ester C(C)OC(=O)C1=C(C(=NN1CC1CC1)O)C